ClC1=C(C(=CC(=C1)N1CC(CCC1)(CCC1=CC(=CC=C1)C(F)(F)F)N(C)C)Cl)S(=O)(=O)N(C1=NC=NC=C1)CC1=C(C=C(C=C1)OC)OC 2,6-Dichloro-N-(2,4-dimethoxybenzyl)-4-(3-(dimethylamino)-3-(3-(trifluoromethyl)phenethyl)piperidin-1-yl)-N-(pyrimidin-4-yl)benzenesulfonamide